ClC=1C(=C(C=CC1)N)N 3-chloro-1,2-diaminobenzene